[2H]C([2H])(C(=O)O[2H])C(=O)O[2H] malonic acid-D4